5-[(Acetyloxy)methoxy]-6-Chloro-4-(2,7-dimethyl-1-naphthalinyl)-2-methyl-3(2H)-pyridazinon C(C)(=O)OCOC1=C(C(N(N=C1Cl)C)=O)C1=C(C=CC2=CC=C(C=C12)C)C